N2-(4-((S)-3-aminopiperidin-1-yl)-5-(1-(trifluoromethyl)-1H-pyrazol-4-yl)pyridin-2-yl)-6-(2-fluoro-6-methoxyphenyl)pyridin-2,5-diamine N[C@@H]1CN(CCC1)C1=CC(=NC=C1C=1C=NN(C1)C(F)(F)F)NC1=NC(=C(C=C1)N)C1=C(C=CC=C1OC)F